(S)-N-(3-(2-((2-fluoro-3-(methylsulfonyl)phenyl)amino)-5-methylpyrimidin-4-yl)-1H-indol-7-yl)-3-methoxy-2-((3S,5S)-3,4,5-trimethylpiperazin-1-yl)propanamide FC1=C(C=CC=C1S(=O)(=O)C)NC1=NC=C(C(=N1)C1=CNC2=C(C=CC=C12)NC([C@H](COC)N1C[C@@H](N([C@H](C1)C)C)C)=O)C